OC=1C(=CC2=CC(=C(C=C2C1)O)S(=O)(=O)[O-])S(=O)(=O)[O-].[Na+].[Na+] disodium 3,6-dihydroxynaphthalene-2,7-disulfonate